oleic acid copper salt [Cu+2].C(CCCCCCC\C=C/CCCCCCCC)(=O)[O-].C(CCCCCCC\C=C/CCCCCCCC)(=O)[O-]